4-chloro-6-fluoro-4-(2,6-difluorophenyl)-6-methylpyridazine ClC1(C=NNC(C1)(C)F)C1=C(C=CC=C1F)F